Benzofuro[6,7-d]Imidazole N1C=NC2=C1C1=C(C=CO1)C=C2